C(C)(=O)N1CCC(CC1)C1=NN(C2=CC=CC(=C12)Br)CC(=O)NCC(=O)NCC(=O)OC methyl 2-(2-{2-[3-(1-acetylpiperidin-4-yl)-4-bromoindazol-1-yl]acetamido}acetamido)acetate